(1-cyclobutyl-3-oxo-butyl)ammonium chloride [Cl-].C1(CCC1)C(CC(C)=O)[NH3+]